tert-butyl (2-(3-((pyridin-2-ylmethyl)carbamoyl)-1,3,4-oxadiazol-5-yl)ethyl)carbamate N1=C(C=CC=C1)CNC(=O)N1COC(=N1)CCNC(OC(C)(C)C)=O